N-(2,4-dimethoxybenzyl)-7-methoxy-2-((methylamino)methyl)-[1,2,4]triazolo[1,5-c]quinazolin-5-amine COC1=C(CNC2=NC=3C(=CC=CC3C=3N2N=C(N3)CNC)OC)C=CC(=C1)OC